5-((3-(2-chloro-3-(1,4-benzodioxan-6-yl)anilino)-1-methylpyrazolo[4,5-b]pyridin-6-ylmethylene)aminomethyl)-pyrrolidin-2-one ClC1=C(NC2=NN(C=3C2=NC=C(C3)C=NCC3CCC(N3)=O)C)C=CC=C1C1=CC3=C(OCCO3)C=C1